[Br-].[Br-].C(CCCCCCC[N+]1=CC(=C(C=C1)\C=C\C1=CC=C(C=C1)N(CC)CC)C)[N+]1=CC(=C(C=C1)\C=C\C1=CC=C(C=C1)N(CC)CC)C 1,1'-(octane-1,8-diyl)bis{4-[(E)-4-(diethylamino)styryl]-3-methylpyridin-1-ium} dibromide